(2,2'-bipyridine) ruthenium dichloride [Ru](Cl)Cl.N1=C(C=CC=C1)C1=NC=CC=C1